FC(C=1N=CC(=NC1)OC1CCC2(CN(C2)C=O)CC1)(F)F [7-[5-(trifluoromethyl)pyrazin-2-yl]oxy-2-azaspiro[3.5]nonan-2-yl]methanone